O[C@H](CN(C(=O)C=1NN=C2C1CN([C@@H](C2)C)C(=O)OC(C)(C)C)[C@@H](C)C2=CC=C(C=C2)S(=O)(=O)C)C(=O)NC tert-butyl (R)-3-(((R)-2-hydroxy-3-(methylamino)-3-oxopropyl)((S)-1-(4-(methylsulfonyl)phenyl)ethyl)carbamoyl)-6-methyl-2,4,6,7-tetrahydro-5H-pyrazolo[4,3-c]pyridine-5-carboxylate